CC1(COC2=C1C(=CC=C2)OC2=NC=C(C=N2)N2C(N[C@@H](C2=O)C(C)C)=O)C (5R)-3-{2-[(3,3-dimethyl-2,3-dihydro-1-benzofuran-4-yl)oxy]-5-pyrimidinyl}-5-(1-methylethyl)-2,4-imidazolidinedione